3-butyl-2,4-pentanediol C(CCC)C(C(C)O)C(C)O